2-(7-((1R,2R)-2-(hydroxymethyl)cyclohexyl)-6,7-dihydro-5H-pyrrolo[2,3-c]pyridazin-3-yl)-3-methyl-5-(trifluoromethyl)phenol OC[C@H]1[C@@H](CCCC1)N1CCC2=C1N=NC(=C2)C2=C(C=C(C=C2C)C(F)(F)F)O